S1C=NC2=C1C=C(C=C2)\C=C\2/N=C(NC2=O)N[C@@H](CC(C)C)COC (4Z)-4-(1,3-benzothiazol-6-ylmethylene)-2-[[(1S)-1-(methoxymethyl)-3-methyl-butyl]amino]-1H-imidazol-5-one